3-fluoro-N-[(2RS)-1-hydroxy-3-phenylpropan-2-yl]isonicotinamide FC1=C(C(=O)N[C@@H](CO)CC2=CC=CC=C2)C=CN=C1 |r|